NCC=1C(=NC(=NC1)C=1C(=NC=NC1OC)C1CC1)NCC1=CC=C(C=C1)N1N=C(C=C1C)C(F)(F)F 5-(aminomethyl)-4'-cyclopropyl-6'-methoxy-N-(4-(5-methyl-3-(trifluoromethyl)-1H-pyrazol-1-yl)benzyl)-[2,5'-bipyrimidin]-4-amine